ClC=1C(=CC2=C3N(N=C2C1)CCOC3)N=C3NC(N(C(N3CC3=C(C=C(C(=C3)F)F)F)=O)CC3=NN(C=N3)C)=O 6-((8-chloro-3,4-dihydro-1H-[1,4]oxazino[4,3-b]indazol-9-yl)imino)-3-((1-methyl-1H-1,2,4-triazol-3-yl)methyl)-1-(2,4,5-trifluorobenzyl)-1,3,5-triazine-2,4-dione